NCCOCCOCC(=O)N1C[C@@H](CC1)C(=O)NC=1N=C(SC1)C1=CC(=C(C=C1)Cl)Cl (R)-1-(2-(2-(2-aminoethoxy)ethoxy)acetyl)-N-(2-(3,4-dichlorophenyl)thiazol-4-yl)pyrrolidine-3-carboxamide